NC1=NN2C(C=C(C=C2)C=2C=C(C(=NC2)C)C(=O)NCC2=C(C=CC=C2F)OC2CCCC2)=N1 5-{2-amino-[1,2,4]triazolo-[1,5-a]pyridin-7-yl}-N-{[2-(cyclopentyloxy)-6-fluoro-phenyl]methyl}-2-methyl-pyridine-3-carboxamide